METHOXYCARBONYLOXY-ACETIC ACID COC(=O)OCC(=O)O